1-chloro-6-(4-(methyl-sulfonyl)piperidine-1-carbonyl)anthracene-9,10-dione ClC1=CC=CC=2C(C3=CC(=CC=C3C(C12)=O)C(=O)N1CCC(CC1)S(=O)(=O)C)=O